CC=1N=C2N(C=C(C=C2C(=O)OC2CN(CCC2)C2=NC3=C(C(=CC=C3C(=C2)N2C=NC=C2)Cl)Cl)CN[C@@H](C)C2CC2)C1Cl 1-(7,8-Dichloro-4-(1H-Imidazol-1-Yl)Quinolin-2-Yl)Piperidin-3-Ol methyl-(S)-3-chloro-6-(((1-cyclopropylethyl)amino)methyl)imidazo[1,2-a]pyridine-8-carboxylate